C/C(/C(=O)OCCCCCC)=C\C hexyl (2E)-2-methyl-2-butenoate